6-chloro-2-((4-(pyrrolidin-1-yl)butyl)thio)-1,4-dihydroquinazoline dihydrochloride Cl.Cl.ClC=1C=C2CN=C(NC2=CC1)SCCCCN1CCCC1